N-[(2-aminoquinolin-7-yl)methyl]-N-(2-methanesulfonylpyridin-3-yl)-2-(pyridin-3-yl)-1,3-thiazole-5-carboxamide NC1=NC2=CC(=CC=C2C=C1)CN(C(=O)C1=CN=C(S1)C=1C=NC=CC1)C=1C(=NC=CC1)S(=O)(=O)C